(E)-4-chloro-4-oxobut-2-enoic acid tert-butyl ester C(C)(C)(C)OC(\C=C\C(=O)Cl)=O